[Si](C)(C)(C(C)(C)C)O[C@H]1C[C@@](N(C1)C(=O)C1=CC(=C2N1CCC1=CC(=C(C=C21)C=2N=NN(N2)C)OC)CCC)(C#N)C (2R,4S)-4-[tert-butyl(dimethyl)silyl]oxy-1-[8-methoxy-9-(2-methyltetrazol-5-yl)-1-propyl-5,6-dihydropyrrolo[2,1-a]isoquinoline-3-carbonyl]-2-methyl-pyrrolidine-2-carbonitrile